methyl 3-[[6-[[5-[3-(3,3-dimethylbutoxy)phenyl]-4-(2,6-dimethylphenyl)-1,3-thiazol-2-yl]sulfamoyl]pyridin-2-yl]amino]cyclohexane-1-carboxylate CC(CCOC=1C=C(C=CC1)C1=C(N=C(S1)NS(=O)(=O)C1=CC=CC(=N1)NC1CC(CCC1)C(=O)OC)C1=C(C=CC=C1C)C)(C)C